ClC=1C=C2C(=NC(=NC2=CC1)NCCCO)C1=CC=CC=C1 3-[(6-chloro-4-phenylquinazolin-2-yl)amino]propan-1-ol